6-((4-(Imidazo[1,2-a]pyridin-3-yl)pyrimidin-2-yl)amino)-3',6'-dihydro-[3,4'-bipyridine]-1'(2'H)-carboxylic acid tert-butyl ester C(C)(C)(C)OC(=O)N1CCC(=CC1)C=1C=NC(=CC1)NC1=NC=CC(=N1)C1=CN=C2N1C=CC=C2